3-pyridine-2-ylbenzoic acid N1=C(C=CC=C1)C=1C=C(C(=O)O)C=CC1